N-(tert-butoxycarbonyl)-N-[2-(2-methoxyethoxy)ethyl]glycine C(C)(C)(C)OC(=O)N(CC(=O)O)CCOCCOC